C(C=1C(O)=CC=C(O)C1)(=O)OC(C)(C)C tertiary butyl gentisate